ClC1=CC=C(S1)CNC1=CC(=NN1C(=O)C=1N=CSC1)C1CN(CCN1)C(CN1CCOCC1)=O 1-[3-(5-{[(5-chlorothiophen-2-yl)methyl]amino}-1-(1,3-thiazole-4-carbonyl)-1H-pyrazol-3-yl)piperazin-1-yl]-2-(morpholin-4-yl)ethan-1-one